ClC=1N=C(C2=C(N1)C(=C(N=C2)C2=CC(=CC1=CC=CC=C21)OCOC)F)N2CCOCC2 4-[2-chloro-8-fluoro-7-[3-(methoxymethoxy)-1-naphthyl]pyrido[4,3-d]pyrimidin-4-yl]morpholine